tert-butyl (1-(5-(3-((5-cyano-4-(4-fluorophenyl)thiazol-2-yl)(methyl)amino)-2-ethyl imidazo[1,2-a]pyridin-6-yl)pyrimidin-2-yl)azetidin-3-yl)carbamate C(#N)C1=C(N=C(S1)N(C1=C(N=C2N1C=C(C=C2)C=2C=NC(=NC2)N2CC(C2)NC(OC(C)(C)C)=O)CC)C)C2=CC=C(C=C2)F